5-amino-3-(cyclopropylmethyl)quinazolin-4(3H)-one NC1=C2C(N(C=NC2=CC=C1)CC1CC1)=O